C1OCC12CCN(CC2)C2CCC(CC2)N2C(NC1=C2C=C(C(=C1)C=1C(=C(C=2N(C1)N=CN2)C)C)C(C)C)=O 1-(4-(2-Oxa-7-azaspiro[3.5]nonan-7-yl)cyclohexyl)-5-(7,8-dimethyl-[1,2,4]triazolo[1,5-a]pyridin-6-yl)-6-isopropyl-1,3-dihydro-2H-benzo[d]imidazol-2-on